Yttrium(III) 2-ethylhexanoate C(C)C(C(=O)[O-])CCCC.[Y+3].C(C)C(C(=O)[O-])CCCC.C(C)C(C(=O)[O-])CCCC